CC1(COCC1C)N1CCCCC1 1-(3,4-dimethyltetrahydrofuran-3-yl)piperidin